C(C)(=O)N[C@H]1C(O[C@@H]([C@@H]([C@@H]1O)O)CO)OCCOCCOCCOCCNC(OCC1=CC=CC=C1)=O benzyl (2-(2-(2-(2-(((3R,4R,5R,6R)-3-acetamido-4,5-dihydroxy-6-(hydroxymethyl)tetrahydro-2H-pyran-2-yl)oxy)ethoxy)ethoxy)ethoxy)ethyl)carbamate